(3s,4r)-4-[tert-butyl-(dimethyl)silyl]oxy-3-(cyclopentyloxy)-4-(3-methoxy-4-methyl-phenyl)butanoic acid C(C)(C)(C)[Si](O[C@@H]([C@H](CC(=O)O)OC1CCCC1)C1=CC(=C(C=C1)C)OC)(C)C